3-(benzo[d]thiazol-7-ylsulfonyl)-1-(4-(5-chloropyridin-2-yl)piperazin-1-yl)propan-1-one S1C=NC2=C1C(=CC=C2)S(=O)(=O)CCC(=O)N2CCN(CC2)C2=NC=C(C=C2)Cl